(E)-N-(2-methoxy-5-(2-(tetrahydro-2H-pyran-4-yl)vinyl)phenyl)-1-methyl-5-oxopyrrolidine-2-carboxamide COC1=C(C=C(C=C1)\C=C\C1CCOCC1)NC(=O)C1N(C(CC1)=O)C